COC=1C=C2C(=CC=NC2=CC1OC)OC1=CC=C(C=C1)SC 6,7-dimethoxy-4-(4-(methylthio)phenoxy)quinoline